ClC1=CC(=C2C=C(N(C2=C1)CCNC1=CC(=NC=N1)C1=CC=C(C=C1)C1=NOC(N1)=O)C)OC 3-(4-{6-[2-(6-Chloro-4-methoxy-2-methyl-indol-1-yl)-ethylamino]-pyrimidin-4-yl}-phenyl)-4H-[1,2,4]oxadiazol-5-on